((((((1R,2S,5R)-2-carbamoyl-7-oxo-1,6-diazabicyclo[3.2.1]octan-6-yl) oxy) sulfonyl) oxy) methyl)-2-propylpentanoate C(N)(=O)[C@H]1N2C(N([C@H](CC1)C2)OS(=O)(=O)OCOC(C(CCC)CCC)=O)=O